C(C)(C)(C)OC(=O)N1[C@@H]([C@@H](CC1)N(C)C1=NC(=NC2=CC(=C(C=C12)C(F)(F)F)Br)Cl)C (2r,3r)-3-[[7-bromo-2-chloro-6-(trifluoromethyl)quinazolin-4-yl]-methyl-amino]-2-methyl-pyrrolidine-1-carboxylic acid tert-butyl ester